CN(C1=C(C=C(C(=C1)C)N(C)C)C)C N1,N1,N4,N4,2,5-hexamethyl-1,4-benzenediamine